6-(2-bromoacetyl)-4-(trifluoromethyl)-2,3-dihydro-isoindol-1-one BrCC(=O)C1=CC(=C2CNC(C2=C1)=O)C(F)(F)F